2-(Bromomethyl)-6-chloro-4-(trifluoromethyl)pyridine BrCC1=NC(=CC(=C1)C(F)(F)F)Cl